C1(CCCC1)N1N=CC(=C1)C=1C=C2CN(N3C(C2=CC1OC)=CC(C(=C3)C(=O)O)=O)C(C)C 9-(1-cyclopentyl-1H-pyrazol-4-yl)-6-isopropyl-10-methoxy-2-oxo-6,7-dihydro-2H-pyrido[2,1-a]phthalazine-3-carboxylic acid